ClC1=C(C=C(OCC(=O)NC23CC(C2)(C3)C(=O)N[C@H](C)C3=CC=C(C=C3)Cl)C=C1)F 3-[2-(4-chloro-3-fluorophenoxy)acetamido]-N-[(1R)-1-(4-chlorophenyl)ethyl]bicyclo[1.1.1]pentane-1-carboxamide